CCC(CC)C1=C(N)C(=CC=C1)C(CC)CC 2,6-di(pent-3-yl)aniline